C(C)(C)(C)OC(C(CCBr)OC=1C=C2C(=CC=NC2=CC1OC)OC1=C(C=C(C=C1F)[N+](=O)[O-])F)=O 4-bromo-2-((4-(2,6-difluoro-4-nitrophenoxy)-7-methoxyquinolin-6-yl)oxy)butanoic acid tert-butyl ester